C1(CC1)CNC1=CC(C1=O)=O 4-((cyclopropylmethyl)amino)cyclobut-3-ene-1,2-dione